CC(C(=O)O)CCN1C2=CC(=CC=C2C=2C=CN=C(C12)C)OC 2-methyl-4-(7-Methoxy-1-methyl-β-carbolin-9-yl)butyric acid